O1-benzyl O2-methyl (2S,4S)-4-[(6-bromo-2-pyridyl)amino]pyrrolidine-1,2-dicarboxylate BrC1=CC=CC(=N1)N[C@H]1C[C@H](N(C1)C(=O)OCC1=CC=CC=C1)C(=O)OC